ethyl 8-bromo-5-oxo-5,6-dihydroimidazo[1,2-c]pyrimidine-2-carboxylate BrC=1C=2N(C(NC1)=O)C=C(N2)C(=O)OCC